C(#N)CNS(=O)(=O)C1=CC=C(C=C1)C=1N=NN(N1)CC1=NC=C(N=C1)OC N-(cyanomethyl)-4-(2-((5-methoxypyrazin-2-yl)methyl)-2H-tetrazol-5-yl)benzenesulfonamide